ClC1=C(C=C(C=C1OC)OC)C(C(C(=O)OCC)=C)(CO)C1=C(C=C(C=C1)F)Cl ethyl 2-chloro-β-(2-chloro-4-fluorophenyl)-γ-hydroxy-3,5-dimethoxy-α-methylenephenylbutyrate